[Na+].C(CCCCCCCCCCCCCCCCC)(=O)NC1=C(C=CC(=C1)NC(CCCCCCCCCCCCCCCCC)=O)S(=O)(=O)[O-] 2,4-Bis(octadecanoylamino)benzenesulfonic acid sodium salt